COC1=C(C=C2C(=NC=NC2=C1)NC1=C(C=CC(=C1)C1=CC=NC=C1)OC)OC1CCN(CC1)C(C=C)=O 1-(4-((7-methoxy-4-((2-methoxy-5-(pyridin-4-yl)phenyl)amino)quinazolin-6-yl)oxy)piperidin-1-yl)prop-2-en-1-one